FC1=CC(=C(C(=O)C2=C(C3=C(S2)C=C(C=C3)C(=O)OC)OC3=CC=C(C=C2CN(C2)C(=O)OC(C)(C)C)C=C3)C(=C1)C)C tert-butyl 3-(4-((2-(4-fluoro-2,6-dimethylbenzoyl)-6-(methoxycarbonyl)benzo[b]thiophen-3-yl)oxy)benzylidene)azetidine-1-carboxylate